C(#N)C=1C=C(CC=2C=CC(=NC2)NC(=O)C2=NN(C(CC2)=O)C)C=C(C1)F N-(5-(3-cyano-5-fluorobenzyl)pyridin-2-yl)-1-methyl-6-oxo-1,4,5,6-tetrahydropyridazine-3-carboxamide